The molecule is an astatine molecular entity, a hydrogen halide and a mononuclear parent hydride. It is a conjugate acid of an astatide. [AtH]